C(#N)C1=C(C=C(C=N1)OC1=CC=C(C=C1)C(C)(C)C1=CC=C(OC2CC(C2)NC(OC(C)(C)C)=O)C=C1)F tert-butyl ((1r,3r)-3-(4-(2-(4-((6-cyano-5-fluoropyridin-3-yl)oxy)phenyl)propan-2-yl)phenoxy)cyclobutyl)carbamate